BrC/C=C/C(=O)NC=1C=C2C(=C(C=NC2=CC1OCC)C#N)NC1=CC(=C(C=C1)OCC1=NC=CC=C1)Cl (E)-4-bromo-N-(4-((3-chloro-4-(pyridin-2-ylmethoxy)phenyl)amino)-3-cyano-7-ethoxyquinolin-6-yl)but-2-enamide